2-[3-methoxy-4-(1-methyl-4-piperidyloxy)phenylamino]-4-(3-quinolylamino)pyrimidine COC=1C=C(C=CC1OC1CCN(CC1)C)NC1=NC=CC(=N1)NC=1C=NC2=CC=CC=C2C1